3,6-bis(2-thienyl)-1,2,4,5-tetrazine S1C(=CC=C1)C=1N=NC(=NN1)C=1SC=CC1